FC(OC1=NC=CC(=C1)C1=NN(C=2C1=NC=C(C2)C(=O)NC2(CS(C2)(=O)=O)C)C(C)C)F 3-[2-(difluoromethoxy)-4-pyridyl]-1-isopropyl-N-(3-methyl-1,1-dioxo-thietan-3-yl)pyrazolo[4,3-b]pyridine-6-carboxamide